N-({4-[6-(morpholin-4-yl)pyridine-3-sulfonyl]phenyl}methyl)thieno[2,3-c]pyridine-2-carboxamide N1(CCOCC1)C1=CC=C(C=N1)S(=O)(=O)C1=CC=C(C=C1)CNC(=O)C1=CC=2C(=CN=CC2)S1